dimethyl-phenyl-methanol tert-butyl-(4S)-4-butyl-1,2,3-oxathiazolidine-3-carboxylate C(C)(C)(C)[C@@]1(N(SOC1)C(=O)OC(C1=CC=CC=C1)(C)C)CCCC